3-fluoro-2-methoxybenzyl-pyrrolidine-3-carboxylic acid FC=1C(=C(CN2CC(CC2)C(=O)O)C=CC1)OC